FC1=C(C=CC2=C1N(C=N2)C)I 7-fluoro-6-iodo-1-methyl-1,3-benzodiazole